4-((1-benzyl-6-(3,5-dimethylisoxazol-4-yl)-1H-imidazo[4,5-b]pyridin-2-yl)amino)cyclohexanol C(C1=CC=CC=C1)N1C(=NC2=NC=C(C=C21)C=2C(=NOC2C)C)NC2CCC(CC2)O